[C-]#N.C(CCC)N1CN(C=C1)C 1-butyl-3-methylimidazole cyanide salt